1-methyl-pyrrole CN1C=CC=C1